2-(2,6-dioxopiperidin-3-yl)-5-(4-(2-(1'-(5-methyl-5H-pyrido[4,3-b]indol-7-yl)-[1,4'-bipiperidin]-4-yl)ethyl)piperazin-1-yl)isoindoline-1,3-dione O=C1NC(CCC1N1C(C2=CC=C(C=C2C1=O)N1CCN(CC1)CCC1CCN(CC1)C1CCN(CC1)C=1C=CC=2C3=C(N(C2C1)C)C=CN=C3)=O)=O